OC=1C=C(C2=CC=CC=C2C1)C1=CC=C2C(=NC(=NC2=C1)OC[C@H]1N(CCC1)C)N1C[C@H]2CC[C@@H](C1)N2C(CC=2N=CNC2)=O 1-((1R,5S)-3-(7-(3-hydroxynaphthalen-1-yl)-2-(((S)-1-methylpyrrolidin-2-yl)methoxy)quinazolin-4-yl)-3,8-diazabicyclo[3.2.1]octan-8-yl)-2-(1H-imidazol-4-yl)ethan-1-one